F[B-](F)(F)F.C1(=C(C=CC=C1)[N+]#N)C1=CC=CC=C1 [1,1'-biphenyl]-2-yl-diazonium tetrafluoroborate